C(CCCCCCCCCCC)I.[NH4+] ammonium dodecyl iodide